ClC=1N=CSC1C(C)O 1-(4-chlorothiazol-5-yl)ethan-1-ol